bis{2-[(oxo)diphenylphosphino]Phenyl}ether O=P(C1=C(C=CC=C1)OC1=C(C=CC=C1)P(C1=CC=CC=C1)(C1=CC=CC=C1)=O)(C1=CC=CC=C1)C1=CC=CC=C1